1,3-dimethyloxyimidazolium CON1C=[N+](C=C1)OC